FC=1C=C(C=NC1OC1=C(C=NC2=CC(=C(N=C12)OC)OC)F)N 5-fluoro-6-[(3-fluoro-6,7-dimethoxy-1,5-naphthyridin-4-yl)oxy]pyridin-3-amine